5-[3-[(1R)-2,2-difluoro-1-[2-(2-methoxyethoxy)-4-pyridyl]ethoxy]-1-methyl-pyrazolo[3,4-c]pyridazin-5-yl]-1H-pyrimidine-2,4-dione FC([C@H](OC1=NN(C2=NN=C(C=C21)C=2C(NC(NC2)=O)=O)C)C2=CC(=NC=C2)OCCOC)F